NC1=C(C=C(OCCS(=O)(=O)O)C=C1)CC 2-(4-amino-3-ethylphenoxy)ethane-1-sulfonic acid